C[O-].[Na+] Sodium methoxide